5,6-benzoflavone O=C1C=C(C2C=CC=CC=2)OC2C=CC3=CC=CC=C3C1=2